C[Si](O[Si](O[Si](C)(C)C)(C1=CC=CC=C1)C)(C1=CC=CC=C1)C1=CC=CC=C1 1,3,5,5,5-Pentamethyl-1,1,3-triphenyltrisiloxan